[Si](C)(C)(C(C)(C)C)O[C@@H]1C[C@H](N(C1)C(=O)OC(C)(C)C)C(=O)OC 1-(tert-Butyl) 2-methyl (2S,4R)-4-((tert-butyldimethylsilyl)oxy)pyrrolidine-1,2-dicarboxylate